C(C1=CC=CC=C1)[N+](=CC1=CC(=CC(=C1)OC)OC)[O-] N-benzyl-alpha-(3,5-dimethoxyphenyl)nitrone